OC1(C=C(C=CC1(OC)OC)\C=C\C1=CC=CC=C1)O (E)-3,3-dihydroxy-4,4-dimethoxystilbene